(2S,4aS,9aR)-7-bromo-2-methyl-2,3,4,4a,9,9a-hexahydroindeno[2,1-b][1,4]oxazine BrC1=CC=2C[C@H]3O[C@H](CN[C@H]3C2C=C1)C